C1(CC1)C=1N=CC=2N(C1C(=O)OC)C=NC2 methyl 6-cyclopropylimidazo[1,5-a]pyrazine-5-carboxylate